3,4-dimethyl-7-methoxy-2-(2'-amino-4'-methoxyphenyl)-9H-carbazole CC=1C(=CC=2NC3=CC(=CC=C3C2C1C)OC)C1=C(C=C(C=C1)OC)N